tert-butylperoxy formate C(=O)OOOC(C)(C)C